methyl 4-propyl-1H-pyrrole-2-carboxylate C(CC)C=1C=C(NC1)C(=O)OC